C(CCC)C1C(OC(OC1CCCCC)CCCCCCCCCCC)O (±)-5-butyl-6-pentyl-2-undecyl-1,3-dioxan-4-ol